5-(4-amino-6,7-dimethyl-9H-pyrido[3',2':4,5]pyrrolo[2,3-d]pyrimidin-9-yl)-4,6-difluorobenzene-1,3-diol NC=1C2=C(N=CN1)N(C1=C2C=C(C(=N1)C)C)C=1C(=C(C=C(C1F)O)O)F